The molecule is an ammonium ion derivative. It is a conjugate base of a benzathine(2+). It is a conjugate acid of a benzathine. C1=CC=C(C=C1)C[NH2+]CCNCC2=CC=CC=C2